(3,3-difluoroazetidin-1-yl)(2-(4-(pyridin-2-yl)thiazol-2-ylamino)pyridin-4-yl)methanone FC1(CN(C1)C(=O)C1=CC(=NC=C1)NC=1SC=C(N1)C1=NC=CC=C1)F